2-(6-(2-methylphenethyl)quinazolin-4-yl)-2,7-diazaspiro[3.5]nonan CC1=C(CCC=2C=C3C(=NC=NC3=CC2)N2CC3(C2)CCNCC3)C=CC=C1